COC1=CC=C(C=C1)[C@H]1[C@@H](C(NC1)=O)C(=O)O |r| (±)-trans-4-(4-methoxyphenyl)-2-oxopyrrolidine-3-carboxylic acid